C(C=C)(=O)OC(C)C#N α-cyanoethyl acrylate